C(#N)C=1C(=NC=C(C1)C1CCCC1)NC(C1=C(C=CC(=C1)[N+](=O)[O-])SC1=NN=CN1C)=O N-(3-cyano-5-cyclopentylpyridin-2-yl)-2-[(4-methyl-4H-1,2,4-triazol-3-yl)sulfanyl]-5-nitrobenzamide